BrC1=CN=C2C(=NC(=NN21)N2C[C@H](N[C@H](C2)C)C)NCC2=NC1=C(N2)C=CC=C1F 7-bromo-2-[(3R,5S)-3,5-dimethylpiperazin-1-yl]-N-[(4-fluoro-1H-benzimidazol-2-yl)methyl]imidazo[2,1-f][1,2,4]triazin-4-amine